C(C)(=O)O.C(CCCCCCCCCCCCCCCCC)NCCCN stearylaminopropylamine acetate salt